NC1=C(C(=CC=C1)C)NS(=O)(=O)C1=C(C=C(C=C1)Br)C N-(2-amino-6-methyl-phenyl)-4-bromo-2-methyl-benzenesulfonamide